N-(2-butoxy-5-chlorobenzyl)-N-(4-(N-(prop-2-yn-1-yl)sulfamoyl)phenethyl)-2-(thiophen-3-yl)acetamide C(CCC)OC1=C(CN(C(CC2=CSC=C2)=O)CCC2=CC=C(C=C2)S(NCC#C)(=O)=O)C=C(C=C1)Cl